(1S,2S)-1-(2-methoxy-5-methylphenyl)-N-(2-methylquinoline-5-sulfonyl)-2-[5-(propan-2-yl)pyrazin-2-yl]cyclopropane-1-carboxamide COC1=C(C=C(C=C1)C)[C@]1([C@H](C1)C1=NC=C(N=C1)C(C)C)C(=O)NS(=O)(=O)C=1C=2C=CC(=NC2C=CC1)C